bromocyclohexanebenzyl chloride BrC1(CCCCC1)C1=CC=CC=C1CCl